N-(4-chloro-2-fluorophenyl)-5-({3-fluoro-2-[(methylsulfamoyl)amino]pyridin-4-yl}methyl)-4-methoxypyridin-3-amine ClC1=CC(=C(C=C1)NC=1C=NC=C(C1OC)CC1=C(C(=NC=C1)NS(NC)(=O)=O)F)F